1-(6-methyl-2,6-diazaspiro[3.3]heptan-2-yl)propan-1-one CN1CC2(CN(C2)C(CC)=O)C1